S1C(=CC=C1)CC#N 2-(thiophen-2-yl)acetonitrile